1-(4-fluorophenyl)-7-hydroxy-5-methyl-1,2,3,4,4a,5-hexahydrodipyrido[1,2-b:2',1'-f][1,2,4]triazine-6,8-dione FC1=CC=C(C=C1)C1CCCC2N1N1C(C(N2C)=O)=C(C(C=C1)=O)O